C(C#CC)(O)O.[Na] sodium butynediol